(S)-5-chloro-2,3-dihydro-2-hydroxy-1-oxo-1H-indene-2-carboxylic acid methyl ester COC(=O)[C@]1(C(C2=CC=C(C=C2C1)Cl)=O)O